[Pt](C#N)(C#N)(C#N)C#N.[Li].[Li].[Li].[Li] tetralithium platinum (IV) cyanide